O=C1NC(CCC1N1C(N(C2=C1C=CC=C2C#C[C@@H](C)OC2CCN(CC2)C(=O)OC(C)(C)C)C)=O)=O 1-Tert-butyl 4-(((2R)-4-(1-(2,6-dioxopiperidin-3-yl)-3-methyl-2-oxo-2,3-dihydro-1H-benzo[d]imidazol-4-yl) but-3-yn-2-yl)oxy)piperidine-1-carboxylate